(2,6-dimethyl-piperidine-1-yl)-acetic acid-tert-butyl ester C(C)(C)(C)OC(CN1C(CCCC1C)C)=O